3-bromo-1-(tetrahydro-2H-pyran-2-yl)-1,6-dihydro-7H-pyrazolo[4,3-d]pyrimidin-7-one BrC1=NN(C2=C1N=CNC2=O)C2OCCCC2